ClC1=C(NC2=C(NC3=C2C(NCC3)=O)C3=C(C=NC=C3)OCC(C)(C)OC)C=CC=C1 3-(2-chloroanilino)-2-[3-(2-methoxy-2-methylpropoxy)pyridin-4-yl]-1,5,6,7-tetrahydro-4H-pyrrolo[3,2-c]pyridin-4-one